C(C)OC(C(=O)OCC)OC(C1=C(C=CC(=C1)N1C(C2CCCCC2C1=O)=O)Cl)=O 2-chloro-5-(1,3-dioxooctahydro-2H-isoindol-2-yl)benzoic acid (1-ethoxy-1-ethoxycarbonylmethyl) ester